C(C=C)(=O)OC1C2CC3CC(CC1C3)C2 2-propenoic acid, tricyclo[3.3.1.13,7]dec-2-yl ester